1-(9Z,12Z,15Z-octadecatrienoyl)-2-(9Z-octadecenoyl)-glycero-3-phosphoserine CCCCCCCC/C=C\CCCCCCCC(=O)O[C@H](COC(=O)CCCCCCC/C=C\C/C=C\C/C=C\CC)COP(=O)(O)OC[C@@H](C(=O)O)N